(2S,4R)-1-[(2S)-2-(4-cyclopropyltriazol-1-yl)-3,3-dimethyl-butanoyl]-N-(2-ethylsulfinylcyclohexyl)-4-hydroxy-pyrrolidine-2-carboxamide C1(CC1)C=1N=NN(C1)[C@H](C(=O)N1[C@@H](C[C@H](C1)O)C(=O)NC1C(CCCC1)S(=O)CC)C(C)(C)C